C(\C=C/C(=O)O)(=O)O.ClC=1C=CC2=C(N(C3=C(CC2)C=CC=C3)CCCCNC/C=C/C(=O)NOCC3=CC=CC=C3)C1 (E)-4-[4-(3-chloro-10,11-dihydro-5H-dibenzo[b,f]azepin-5-yl)butylamino]-N-benzyloxy-but-2-enamide maleate